ClC1=NC=C(C(=N1)NCC1=CC=C(C=C1)F)C 2-chloro-N-(4-fluorobenzyl)-5-methylpyrimidin-4-amine